C(C)(C)(C)OC(N[C@@H](C)C=1N(N=CN1)C1=NC=NC(=C1)N)=O.COCCC1CCN(CC1)C1=CC=NC(N1C1=NC=CC(=C1)OC(F)(F)F)C=1C=NC=CC1 6-(4-(2-methoxyethyl)piperidin-1-yl)-2-(pyridin-3-yl)-N-(4-(trifluoromethoxy)pyridin-2-yl)pyrimidine tert-butyl-N-[(1S)-1-[2-(6-aminopyrimidin-4-yl)-1,2,4-triazol-3-yl]ethyl]carbamate